α-methyl-α-(2-pyridyldithio)toluene CC(C1=CC=CC=C1)SSC1=NC=CC=C1